tert-butyl ((3R,6S)-5-methoxy-6-(5-(3-cis-(trifluoromethoxy)cyclobutyl)-1,3,4-oxadiazol-2-yl)tetrahydro-2H-pyran-3-yl)carbamate COC1C[C@H](CO[C@@H]1C=1OC(=NN1)C1(CCC1)OC(F)(F)F)NC(OC(C)(C)C)=O